2,2-bis[4-[4-aminophenoxy]phenyl]propane NC1=CC=C(OC2=CC=C(C=C2)C(C)(C)C2=CC=C(C=C2)OC2=CC=C(C=C2)N)C=C1